2-butanone-d3 C(C(CC)=O)([2H])([2H])[2H]